1-amino-cyanomethylenepyridine 2,4,6-trimethylbenzenesulfonate CC1=C(C(=CC(=C1)C)C)S(=O)(=O)O.NN1C(C=CC=C1)=CC#N